4-(2-isopropyl-1,2,3,4-tetrahydroisoquinolin-6-yl)-1H-1,2,3-triazole-5-carboxylic acid C(C)(C)N1CC2=CC=C(C=C2CC1)C=1N=NNC1C(=O)O